C(C1=CC=CC=C1)OC(=O)N1CC(CC1)(C(=O)O)OC 1-benzyloxycarbonyl-3-methoxy-pyrrolidine-3-carboxylic acid